CN1[C@H](C[C@@H](CC1)NC(OC(C)(C)C)=O)C tert-Butyl N-[(2S,4R)-1,2-dimethyl-4-piperidyl]carbamate